4-(4-(3-(5-ethyl-4-hydroxypyrimidin-2-yl)cyclopent-2-en-1-yl)piperazin-1-yl)-2-fluorobenzonitrile C(C)C=1C(=NC(=NC1)C1=CC(CC1)N1CCN(CC1)C1=CC(=C(C#N)C=C1)F)O